CC1=C2C=C(N(C2=CC=C1CN1CCC2(CN(C2)C2=NC=NC3=CC=C(C=C23)CC(F)(F)F)CC1)CC(C)N1CCN(CC1)S(=O)(=O)C)C#N 4-methyl-1-[2-(4-methyl-sulfonylpiperazin-1-yl)propyl]-5-[[2-[6-(2,2,2-trifluoroethyl)quinazolin-4-yl]-2,7-diazaspiro[3.5]nonan-7-yl]methyl]indole-2-carbonitrile